BrC=1C=C(C(=NC1)OC)OCCCOC 5-bromo-2-methoxy-3-(3-methoxypropoxy)pyridine